NC1=NN(C(=C1)[C@H]1C[C@H](CC1)N1C(C2=CC=CC=C2C1=O)=O)C(C)(C)C cis-2-(3-(3-amino-1-(tert-butyl)-1H-pyrazol-5-yl)cyclopentyl)isoindoline-1,3-dione